N1=CC=CC2=C1C=1C(C(NNC1)=O)=N2 pyrido[2',3':4,5]pyrrolo[2,3-d]pyridazin-6(7H)-one